FC=1C(=C(C=C(C1)OC)O)C=1C=2N(C(=NN1)N[C@H]1CN(C[C@@H](C1)F)C)C=CC2 3-fluoro-2-(4-{[(3R,5R)-5-fluoro-1-methylpiperidin-3-yl]amino}pyrrolo[1,2-d][1,2,4]triazin-1-yl)-5-methoxyphenol